[Si](C)(C)(C(C)(C)C)O[C@@H]1C[C@@H]2N(CCN(C2)C2=CC=C(C=C2)B(O)O)C1 (4-((7R,8aS)-7-((tert-butyldimethylsilyl)oxy)hexahydropyrrolo[1,2-a]pyrazin-2(1H)-yl)phenyl)boronic acid